5-aminopentyl α-D-glucopyranosyl-(1->3)-α-D-glucopyranosyl-(1->2)-α-D-glucopyranoside [C@H]1([C@H](O)[C@@H](O)[C@H](O)[C@H](O1)CO)O[C@@H]1[C@H]([C@H](O[C@@H]([C@H]1O)CO)O[C@H]1[C@@H](OCCCCCN)O[C@@H]([C@H]([C@@H]1O)O)CO)O